(S)-(4-(difluoromethyl)-2-(2-hydroxypropan-2-yl)oxazol-5-yl)(4-(3-methylpyrazolo[1,5-a]pyridin-2-yl)-6,7-dihydro-1H-imidazo[4,5-c]pyridin-5(4H)-yl)methanone FC(C=1N=C(OC1C(=O)N1[C@@H](C2=C(CC1)NC=N2)C2=NN1C(C=CC=C1)=C2C)C(C)(C)O)F